N1(CCC2=CC=CC=C12)O indolinol